C1=NN(NN=C1Cl)Cl 3,6-dichlorotetrazine